C1(=CC=CC=C1)C=1C=CC=NC1 5-phenylpyridin